C1(CC1)S(=O)(=O)C=1C=C(OC[C@H](CN[C@H]2COC3(C2)CCN(CC3)S(=O)(=O)C=3C=NC2=CC(=CC=C2C3O)F)O)C=CC1 3-((R)-3-((S)-3-(3-(cyclopropylsulfonyl)phenoxy)-2-hydroxypropyl-amino)-1-oxa-8-azaspiro[4.5]decan-8-ylsulfonyl)-7-fluoroquinolin-4-ol